N-[5-(5-Hydroxy-2-methyl-1-oxo-1,2-dihydro-isoquinolin-4-yl)-2-methylphenyl]-methanesulfonamide OC1=C2C(=CN(C(C2=CC=C1)=O)C)C=1C=CC(=C(C1)NS(=O)(=O)C)C